3-amino-N-[(3R)-6-cyano-7-{3,8-diazabicyclo[3.2.1]octan-3-yl}-5-fluoro-3,4-dihydro-2H-1-benzopyran-3-yl]-6-methylthieno[2,3-b]pyridine-2-carboxamide NC1=C(SC2=NC(=CC=C21)C)C(=O)N[C@H]2COC1=C(C2)C(=C(C(=C1)N1CC2CCC(C1)N2)C#N)F